(-)-3-(3-fluorophenyl)-2-(1-hydroxypropyl)-4H-chromen-4-one FC=1C=C(C=CC1)C1=C(OC2=CC=CC=C2C1=O)C(CC)O